C(CCCCCCCCC)(=O)C[N-]C n-decanoyl-N,N-dimethylamide